Propionic acid N'-(4-nitro-pyridin-2-yl)-hydrazide [N+](=O)([O-])C1=CC(=NC=C1)NNC(CC)=O